C(C)N1C(=C(C2=CC=CC=C12)C(=CC1(OC(=O)C2=CC=CC=C12)C1=CC=C(C=C1)N(CC)CC)C1=C(N(C2=CC=CC=C12)CC)C)C 3-[2,2-bis(1-ethyl-2-methylindol-3-yl)vinyl]-3-(4-diethylaminophenyl)-phthalide